S1C(=NC2=C1C=CC=C2)NC2=C(C=C(N=N2)NC=2SC=C(N2)C(=O)OCC)C(C)C ethyl 2-({6-[(1,3-benzothiazol-2-yl) amino]-5-(propan-2-yl) pyridazin-3-yl} amino)-1,3-thiazole-4-carboxylate